NC1=NC2=CC=C(C=C2C=C1C)C(=O)N(CC1=NC=C(C=C1)C(F)(F)F)CC1=CC=2N(C=C1)C=CN2 2-amino-N-(imidazo[1,2-a]pyridin-7-ylmethyl)-3-methyl-N-((5-(trifluoromethyl)pyridin-2-yl)methyl)quinoline-6-carboxamide